para-butyl-styrene C(CCC)C1=CC=C(C=C)C=C1